2-[[4-[5-(cyclopentoxy)-2-(2H-tetrazol-5-yl)phenyl]piperazin-1-yl]methyl]-1,3-benzothiazole C1(CCCC1)OC=1C=CC(=C(C1)N1CCN(CC1)CC=1SC2=C(N1)C=CC=C2)C=2N=NNN2